5-bromo-2-((1-methyl-1H-imidazol-5-yl)methyl)isoindolin-1-one BrC=1C=C2CN(C(C2=CC1)=O)CC1=CN=CN1C